rac-(R,E)-4-(dimethylamino)-1-(2-(4-fluorophenyl)-7-(hydroxymethyl)-3-(pyridin-4-yl)-6,7-dihydropyrazolo[1,5-a]pyrazin-5(4H)-yl)but-2-en-1-one CN(C/C=C/C(=O)N1CC=2N([C@H](C1)CO)N=C(C2C2=CC=NC=C2)C2=CC=C(C=C2)F)C |r|